[1-(3-acetamido-D-alanyl)azetidin-3-yl]oxy-4,4-dihydroxy-5-oxa-4-boranuidabicyclo[4.4.0]deca-1(6),7,9-triene-7-carboxylic acid C(C)(=O)NC[C@@H](N)C(=O)N1CC(C1)OC1C=2C=CC=C(C2O[B-](C1)(O)O)C(=O)O